n-butyl-diethyl-chlorosilane C(CCC)[Si](Cl)(CC)CC